N-caproyl-leucine C(CCCCC)(=O)N[C@@H](CC(C)C)C(=O)O